C(C)(C)N1C(=NN2C(C1=O)=NC=C2C=2C=NNC2)C=2SC=CC2 3-Isopropyl-7-(1H-pyrazol-4-yl)-2-(thiophen-2-yl)imidazo[2,1-f][1,2,4]triazin-4(3H)-one